1-bromo-14-fluoro-10-methyl-5,6,7,8-tetrahydropyrazolo[5',1':3,4][1,4]diazocino[1,2-a]indole BrC=1C=NN2C1C=1N(C=3C(=CC=CC3C1F)C)CCCC2